1,6-bis-triethoxysilylhexane C(C)O[Si](CCCCCC[Si](OCC)(OCC)OCC)(OCC)OCC